C(C)(C)(C)N(C(O)=O)C=1C=C2C=CN=CC2=CC1OC.NN1CCN(CC1)CCO 1-amino-4-(2-hydroxyethyl)piperazine tert-butyl-(7-methoxyisoquinolin-6-yl)carbamate